isopenten C=CC(C)C